C1(CC1)C=1C=C(N=NC1C1=C(C=C(C=C1)C#C)O)NC(CCNC)=O N-(5-cyclopropyl-6-(4-ethynyl-2-hydroxyphenyl)pyridazin-3-yl)-3-(methylamino)propanamide